N-(2,6-difluorophenyl)-5-fluoro-4-(6-hydroxy-3-oxo-5,6-dihydro[1,2,4]triazolo[4,3-a]pyridin-2(3H)-yl)-2-{[(2S)-1,1,1-trifluoropropan-2-yl]oxy}benzamide FC1=C(C(=CC=C1)F)NC(C1=C(C=C(C(=C1)F)N1N=C2N(CC(C=C2)O)C1=O)O[C@H](C(F)(F)F)C)=O